C1C=CC2=CC=CC=C2C1(O)Cl α-chloronaphthol